2-{2-[4-(5,7-dimethoxy-4-oxo-3,4-dihydro-pyrido[2,3-d]pyrimidin-2-yl)-2,6-dimethyl-phenoxy]-ethyl}-isoindole-1,3-dione COC1=CC(=NC=2N=C(NC(C21)=O)C2=CC(=C(OCCN1C(C3=CC=CC=C3C1=O)=O)C(=C2)C)C)OC